[NH+]1=CC=CC=C1.[C+4] carbon pyridinium salt